C1(=CC=CC=C1)C(C1CC1)C(=O)C(C1=CC=CC=C1)C1CC1 phenylcyclopropylmethyl ketone